C1(=CC=CC=C1)C1=CC(=CN1)C1=CC=C(OCC(=O)OC)C=C1 methyl 2-(4-(5-phenyl-1H-pyrrol-3-yl)phenoxy)acetate